Cl.C1C(CC12CNCC2)NC2=CC(=C(C(=O)O)C=C2)OCCN(C)C 4-(6-azaspiro[3.4]octan-2-ylamino)-2-(2-(dimethyl-amino)ethoxy)benzoic acid HCl salt